[Si](C)(C)(C(C)(C)C)OCC1N(CCCC1C)C(=O)OC(C)(C)C tert-butyl 2-(((tert-butyldimethylsilyl) oxy) methyl)-3-methylpiperidine-1-carboxylate